N-((2-fluorophenyl)(methyl)(oxo)-λ6-sulfaneylidene)-2-(4-(5-(trifluoromethyl)-1,2,4-oxadiazol-3-yl)phenyl)acetamide FC1=C(C=CC=C1)S(=NC(CC1=CC=C(C=C1)C1=NOC(=N1)C(F)(F)F)=O)(=O)C